[K].C(\C=C\C=C\C)(=O)O (2e,4e)-hexa-2,4-dienoic acid potassium